[Cu].[Zn].S1(N=CC2=C1C=CC=C2)=O benzothiazolenon Zinc-Copper